C[C@@H]1N(CCN(C1)C(C=C)=O)C=1C2=C(NC(N1)=O)N=CC=C2 4-[(2S)-2-methyl-4-(prop-2-enoyl)piperazin-1-yl]pyrido[2,3-d]pyrimidin-2(1H)-one